4-[4-(3,4-Dimethoxyphenyl)piperidin-1-yl]-1-methyl-2-oxo-1,2-dihydroquinoline-3-carbonitrile COC=1C=C(C=CC1OC)C1CCN(CC1)C1=C(C(N(C2=CC=CC=C12)C)=O)C#N